2-[(4-aminopentyl)ethylamino]ethanol NC(CCCN(CCO)CC)C